sodium hexachlororhodium (III) carbonate C([O-])([O-])=O.Cl[Rh-3](Cl)(Cl)(Cl)(Cl)Cl.[Na+]